anti-methylisocyanate CN=C=O